FC1=CC=C(C=C1)C1C(C1)(C(=O)N)C(=O)N (4-fluorophenyl)-1,1-cyclopropanedicarboxamide